OC[C@H]1OC[C@H]([C@H]([C@H]1O)O)NC1=NC=CC(=N1)C(F)(F)F (2R,3R,4R,5R)-2-(hydroxymethyl)-5-((4-(trifluoromethyl)pyrimidin-2-yl)amino)tetrahydro-2H-pyran-3,4-diol